C(CCC)OP(OCCCC)([O-])=S di-n-butylphosphorothioate